FC(C1C(CC1)C1=CC(=CC=C1)[N+](=O)[O-])F 1-(2-(difluoromethyl)cyclobutyl)-3-nitrobenzene